CC1(OB(OC1(C)C)C=1C=C(C=CC1)C=1CCN(CC1)CC(=O)OC(C)(C)C)C Tert-butyl 2-(4-(3-(4,4,5,5-tetramethyl-1,3,2-dioxaborolan-2-yl)phenyl)-3,6-dihydropyridin-1(2H)-yl)acetate